9-hydroxynonyl acetate C(C)(=O)OCCCCCCCCCO